L-Histidine-Hydrochloride Cl.N[C@@H](CC1=CNC=N1)C(=O)O